[(trifluoromethyl)sulfonyl]methanide FC(S(=O)(=O)[CH2-])(F)F